(S)-3-(methoxy(methyl)carbamoyl)-3,4-dihydroisoquinoline-2(1H)-carboxylic acid tert-butyl ester C(C)(C)(C)OC(=O)N1CC2=CC=CC=C2C[C@H]1C(N(C)OC)=O